NC=1N=C2C(C3=C(N(C2=CC1N1CCNCC1)C)C=CC=C3Cl)=O 2-amino-9-chloro-5-methyl-3-(piperazin-1-yl)benzo[b][1,5]naphthyridin-10(5H)-one